N-(6-methyl-5-(7-(methylamino)-1,6-naphthyridin-3-yl)pyridin-3-yl)-5-oxo-5,6,7,8-tetrahydronaphthalene-1-carboxamide CC1=C(C=C(C=N1)NC(=O)C1=CC=CC=2C(CCCC12)=O)C=1C=NC2=CC(=NC=C2C1)NC